FC1=C(C=C(C(=C1C=C)F)F)F 1,2,4,5-tetrafluoro-6-vinylbenzene